(6-(2,2'-dichloro-3'-(pyrido[3,4-b]pyrazin-5-ylamino)-[1,1'-biphenyl]-3-yl)-2-methoxypyridin-3-yl-methyl-aminomethyl)pyrrolidin-2-one ClC1=C(C=CC=C1C1=CC=C(C(=N1)OC)C(N)(C)N1C(CCC1)=O)C1=C(C(=CC=C1)NC1=NC=CC=2C1=NC=CN2)Cl